N1=C(C=CC=C1)CN(CC1=NC=CC=C1)CC1=C(SC=C1)C(=O)O ((bis(pyridin-2-ylmethyl)amino)methyl)thiophene-2-carboxylic acid